4,5-dihydro-1H-pyrazolo[4,3-c]pyridine-7-carboxylic acid methyl ester COC(=O)C=1C2=C(CNC1)C=NN2